picolinic acid methyl ester COC(C1=NC=CC=C1)=O